2,2'-(1,3-phenylene)-dioxazoline C1(=CC(=CC=C1)C=1OCCN1)C=1OCCN1